N-(diethylsilyl)-1,1-diethylsilaneamine C(C)[SiH](N[SiH](CC)CC)CC